[N+](=O)([O-])C1=CC(=C(C(=O)O)C=C1)N1CCC2(CC2)CC1 4-nitro-2-(6-azaspiro[2.5]octan-6-yl)benzoic acid